5-((5-(3,4-difluorophenyl)oxazol-2-yl)amino)picolinic acid FC=1C=C(C=CC1F)C1=CN=C(O1)NC=1C=CC(=NC1)C(=O)O